1-(6-amino-4-meth-ylpyridin-3-yl)-6-chloro-7-(5,7-di-hydro-6H-pyrrolo-[3,4-b]pyridin-6-yl)-4-oxo-1,4-dihydro-1,8-naphthyridine-3-carboxylic acid TFA salt OC(=O)C(F)(F)F.NC1=CC(=C(C=N1)N1C=C(C(C2=CC(=C(N=C12)N1CC2=NC=CC=C2C1)Cl)=O)C(=O)O)C